ClC=1C=C(C=CC1F)NC(N(C[C@H]1OCCC1)C(C)C1=CNC(C2=CC=CC=C12)=O)=O 3-(3-Chloro-4-fluorophenyl)-1-(1-(1-oxo-1,2-dihydroisoquinolin-4-yl)ethyl)-1-(((S)-tetrahydrofuran-2-yl)methyl)urea